COC1=CC=C(CN(C2=NC=C(C=N2)N2[C@H](CN(CC2)C(=O)OC(C)(C)C)C)CC2=CC=C(C=C2)OC)C=C1 t-butyl (S)-4-(2-(bis(4-methoxy benzyl)amino)pyrimidin-5-yl)-3-methylpiperazin-1-carboxylate